2,6-di-t-butyl-4-methylphenol sodium salt [Na].C(C)(C)(C)C1=C(C(=CC(=C1)C)C(C)(C)C)O